C(C)OC(=O)C1CCCCC1 Ethylcyclohexanecarboxylate